tert-butyl (1R,5S)-3-(4-chloro-2-fluoro-phenyl)-3,6-diazabicyclo[3.2.0]heptane-6-carboxylate ClC1=CC(=C(C=C1)N1C[C@@H]2CN([C@@H]2C1)C(=O)OC(C)(C)C)F